C(CCCCCCCC)=NC(=O)N nonylideneurea